ClC1=C2C(N(C(NC2=C(C=C1)S(=O)(=O)C1=CC=C2C=CC=NC2=C1)=O)O)=O 5-chloro-3-hydroxy-8-(quinolin-7-ylsulfonyl)quinazoline-2,4(1H,3H)-dione